FC=1C=C(C=C2C(=CN(C(C12)=O)C1CCNCC1)C)C=1C=C(C=2N(C1)C=C(N2)C)F 8-fluoro-6-{8-fluoro-2-methylimidazo[1,2-a]pyridin-6-yl}-4-methyl-2-(piperidin-4-yl)isoquinolin-1-one